NC(C)(C)C1=CC=2N(C=C1)C(=CN2)C2=CC(=C(C(=O)NC1CC1)C(=C2)OC)OC(F)F 4-[7-(1-amino-1-methylethyl)imidazo[1,2-a]pyridin-3-yl]-N-cyclopropyl-2-(difluoromethoxy)-6-methoxybenzamide